N-(3,5-dimethoxyphenyl)-3-(2-methyl-6-(piperazin-1-yl)pyridin-3-yl)quinoxalin-6-amine COC=1C=C(C=C(C1)OC)NC=1C=C2N=C(C=NC2=CC1)C=1C(=NC(=CC1)N1CCNCC1)C